O1C(=NC2=C1C=CC=C2)C(=O)NCCOC=2C=CC=C1CCN([C@@H](C21)CN2C(C1=CC=CC=C1C2=O)=O)C(=O)C2CCCCC2 (1S,2R)-2-((S)-8-(2-(Benzo[d]oxazol-2-carboxamido)ethoxy)-1-((1,3-dioxoisoindolin-2-yl)methyl)-1,2,3,4-tetrahydroisochinolin-2-carbonyl)cyclohexan